amino-benzensulfonamide NC1=C(C=CC=C1)S(=O)(=O)N